(4-(((5,5-dimethyl-4,5-dihydroisoxazol-3-yl)thio)methyl)-2,3,5,6-tetrafluorophenyl)methanol CC1(CC(=NO1)SCC1=C(C(=C(C(=C1F)F)CO)F)F)C